BrC1=CC=C2C(N(C(C2=C1)=O)C)(CCO)CCO 6-bromo-3,3-bis(2-hydroxyethyl)-2-methylisoindolin-1-one